Cl.NC(CC(=O)N1CCN(CC1)C(=O)NC1=NC(N(C=C1)C1=CC(=C(C=C1)CN1CCC(CC1)N)C)=O)(C)C 4-(3-Amino-3-methylbutanoyl)-N-(1-(4-((4-aminopiperidin-1-yl)methyl)-3-methylphenyl)-2-oxo-1,2-dihydropyrimidin-4-yl)piperazine-1-carboxamide hydrochloride salt